COC(=O)C1=C(C=2C(=NC(=CC2)OC)S1)N 3-amino-6-methoxythieno[2,3-b]pyridine-2-carboxylic acid methyl ester